(S)-N-(1-cyclopropylethyl)-5-(4-(trifluoromethyl)phenoxy)-2-naphthamide C1(CC1)[C@H](C)NC(=O)C1=CC2=CC=CC(=C2C=C1)OC1=CC=C(C=C1)C(F)(F)F